(2-(benzyloxy)pyrazolo[1,5-a]pyridin-6-yl)-4-methyl-N-(3-methylbut-3-en-1-yl)benzenesulfonamide di-ketosuccinate O=C(C(C(=O)O)=O)C(=O)O.C(C1=CC=CC=C1)OC1=NN2C(C=CC(=C2)C2=C(C=CC(=C2)C)S(=O)(=O)NCCC(=C)C)=C1